6,6-Dimethoxyhexanenitrile COC(CCCCC#N)OC